ClC=1C(=NC=C(C1C)C(C)O)N1C([C@@H]2C[C@@H]2C1)=O (1R,5S)-3-(3-chloro-5-(1-hydroxyethyl)-4-methylpyridin-2-yl)-3-azabicyclo[3.1.0]hexan-2-one